3-((methylthio)methyl)piperidine-1,3-dicarboxylic acid 1-benzyl ester 3-ethyl ester C(C)OC(=O)C1(CN(CCC1)C(=O)OCC1=CC=CC=C1)CSC